O1C2C(NCC1)CN(C2)C(=O)N 3,4,4a,5,7,7a-hexahydro-2H-pyrrolo[3,4-b][1,4]oxazine-6-carboxamide